BrC1=CC2=C(C(=N1)NC=1C(=C(C(=C(C(=O)N)C1)F)F)F)N(C=N2)C(C)C 5-((6-bromo-3-isopropyl-3H-imidazo[4,5-c]pyridin-4-yl)amino)-2,3,4-trifluorobenzamide